1-(4-(1-(tetrahydro-2H-pyran-2-yl)-1H-pyrazol-4-yl)phenyl)piperidine-4-carboxamide O1C(CCCC1)N1N=CC(=C1)C1=CC=C(C=C1)N1CCC(CC1)C(=O)N